(S)-5-(1-aminoethyl)isobenzofuran-1(3H)-one N[C@@H](C)C=1C=C2COC(C2=CC1)=O